dithieno[3,2-b:2',3'-d]thiophene-2,6-dicarboxaldehyde S1C(=CC2=C1C1=C(S2)C=C(S1)C=O)C=O